1,3,4,6-tetra-O-acetyl-2-(1-propanoyl)amino-2-deoxy-α-D-mannopyranose C(C)(=O)O[C@@H]1[C@H]([C@@H](OC(C)=O)[C@H](OC(C)=O)[C@H](O1)COC(C)=O)NC(CC)=O